4-[5-(2-aminoethyl)pyrimidin-2-yl]-3-[6-[cyclopropylmethyl(methyl)amino]-2-methylpyrimidin-4-yl]oxybenzonitrile NCCC=1C=NC(=NC1)C1=C(C=C(C#N)C=C1)OC1=NC(=NC(=C1)N(C)CC1CC1)C